5-(((R)-1-((1-(2-(4-(4-chloro-1-(4-hydroxyphenyl)-2-phenylbut-1-en-1-yl)phenoxy)ethyl)piperidin-4-yl)methyl)piperidin-3-yl)amino)-2-(2,6-dioxopiperidin-3-yl)isoindoline-1,3-dione ClCCC(=C(C1=CC=C(C=C1)O)C1=CC=C(OCCN2CCC(CC2)CN2C[C@@H](CCC2)NC=2C=C3C(N(C(C3=CC2)=O)C2C(NC(CC2)=O)=O)=O)C=C1)C1=CC=CC=C1